C(C)(C)(C)C1=NN=C(O1)C(=O)NCC1=C(C=C(C=C1)C=1C=2N(C=C(N1)C=1C=NN(C1)C)N=CC2)F 5-(tert-butyl)-N-(2-fluoro-4-(6-(1-methyl-1H-pyrazol-4-yl)pyrazolo[1,5-a]pyrazin-4-yl)benzyl)-1,3,4-oxadiazole-2-carboxamide